1-phenylbut-3-en C1(=CC=CC=C1)CCC=C